CC=1OC2=C(N1)C=C(C(=C2)N)Cl 2-Methyl-5-chloro-6-benzoxazolamine